C1(CCC1)C1=C(O[C@H](C(=O)O)C)C=CC(=C1)F (S)-2-(2-cyclobutyl-4-fluorophenoxy)propionic acid